8'-(6-(3-(Dimethylamino)propoxy)-5-(phenylsulfonamido)pyridin-3-yl)-3'-methyl-2'-oxo-2',3'-dihydrospiro[cyclopropane-1,1'-pyrrolo[2,3-c]quinoline]-5'-oxide CN(CCCOC1=C(C=C(C=N1)C1=CC=2C3=C(C=[N+](C2C=C1)[O-])N(C(C31CC1)=O)C)NS(=O)(=O)C1=CC=CC=C1)C